5-Fluoro-2,3-dihydro-phthalazine-1,4-dione FC1=C2C(NNC(C2=CC=C1)=O)=O